COC1=CC=C(CNC(=O)NC2=CC=C(C=C2)C=2C=NC=CC2)C=C1 1-(4-methoxybenzyl)-3-(4-(pyridin-3-yl)phenyl)urea